C(C)OC(CCC(=O)C1=NC2=C(C=CC=C2C(=C1O)Br)C1=CC(=CC=C1)OC)=O 4-[4-bromo-3-hydroxy-8-(3-methoxy-phenyl)-quinolin-2-yl]-4-oxo-butyric acid ethyl ester